CC=1C=CC2=C(SC(=C2NC(OC(C)(C)C)=O)CCC)C1 tert-butyl (6-methyl-2-propylbenzo[b]thiophen-3-yl)carbamate